2-(6-(2-methyl-5-(((2-(trifluoromethyl)pyridin-3-yl)oxy)methyl)piperidin-1-yl)pyrazin-2-yl)-1,3,4-thiadiazole CC1N(CC(CC1)COC=1C(=NC=CC1)C(F)(F)F)C1=CN=CC(=N1)C=1SC=NN1